2-methyl-2-(4-nitro-1H-pyrazol-1-yl)propionamide CC(C(=O)N)(C)N1N=CC(=C1)[N+](=O)[O-]